C(C)(=O)C1C(C1)(C)C 3-acetyl-2,2-dimethylcyclopropane